6,6'-dichloro-7,7'-dihydroxy-4,4'-spirobi[chromane]-2,2'-dione ClC=1C=C2C3(CC(OC2=CC1O)=O)CC(OC1=CC(=C(C=C13)Cl)O)=O